ClC1=C(N)C=CC(=C1)[N+](=O)[O-] 2-Chloro-4-nitroaniline